CC1(N(C[C@@H]1CS(=O)(=O)C)C=1C=CC(=C2C=C(N=CC12)NC1=NC(=NC=C1)N1CCC(CC1)(C)O)[C@@H]1N(CCCC1)C(C=C)=O)C 1-((R)-2-(8-((S)-2,2-dimethyl-3-((methylsulfonyl)methyl)azetidin-1-yl)-3-((2-(4-hydroxy-4-methylpiperidin-1-yl)pyrimidin-4-yl)amino)isoquinolin-5-yl)piperidin-1-yl)prop-2-en-1-one